FC(CN1N=CC(=C1)C=1SC(=CN1)C=O)(F)F (2-(1-(2,2,2-trifluoroethyl)-1H-pyrazol-4-yl)thiazol-5-yl)methanone